CN1CCN(CC1)C=1C=CC(=NC1)NC=1C=CC(=C2C=CNC(C12)=O)C1=CC=NC=C1 8-((5-(4-methyl-piperazin-1-yl)pyridin-2-yl)amino)-5-(pyridin-4-yl)isoquinolin-1(2H)-one